1-(8-bromo-7-fluoro-4,4,9-trimethyl-4,5-dihydro-[1,2,4]triazolo[4,3-a]quinoxalin-1-yl)ethanol BrC1=C(C=C2NC(C=3N(C2=C1C)C(=NN3)C(C)O)(C)C)F